N-(8,9-Difluoro-6-oxo-1,4,5,6-tetrahydro-2H-pyrano[3,4-c]isoquinolin-1-yl)-3-fluoro-N-methyl-4-(trifluoromethoxy)benzamide FC=1C(=CC=2C3=C(NC(C2C1)=O)COCC3N(C(C3=CC(=C(C=C3)OC(F)(F)F)F)=O)C)F